OCC1=CC(=C(C=C1)NC1=C2C(=NC(=C1)NC1=NC(=CC=C1)C(F)(F)F)NN(C2=O)C)OC 4-((4-(hydroxymethyl)-2-methoxyphenyl)amino)-2-methyl-6-((6-(trifluoromethyl)pyridin-2-yl)amino)-1,2-dihydro-3H-pyrazolo[3,4-b]pyridin-3-one